C1N(CC12CCC2)C=2C=C1C(=CC=NC1=CC2)C(=O)O 6-(2-azaspiro[3.3]heptan-2-yl)quinoline-4-carboxylic acid